S1C(=NC2=C1C=CC=C2)NC2=C(C1=C(N=N2)N(C[C@@H](C1)O)C=1SC=C(N1)C(=O)OCC)C ethyl 2-[(6R)-3-[(1,3-benzothiazol-2-yl) amino]-6-hydroxy-4-methyl-5H,6H,7H,8H-pyrido[2,3-c]pyridazin-8-yl]-1,3-thiazole-4-carboxylate